(1R,2S)-1-(5-chloropyrimidin-2-yl)-1-methoxy-N-(5-(methoxymethyl)-4-(2-methoxyphenyl)-4H-1,2,4-triazol-3-yl)propane-2-sulfonamide ClC=1C=NC(=NC1)[C@H]([C@H](C)S(=O)(=O)NC1=NN=C(N1C1=C(C=CC=C1)OC)COC)OC